C(C)(C)C1=NC(=CC(=C1)NCCS(=O)(=O)C)N1N=CC=2C(=NC(=CC21)C=2C=NC=CC2OC)C 2-Isopropyl-6-(6-(4-methoxypyridin-3-yl)-4-methyl-1H-pyrazolo[4,3-c]pyridin-1-yl)-N-(2-(methylsulfonyl)ethyl)pyridin-4-amine